7-methoxy-1,5-naphthyridine COC1=CN=C2C=CC=NC2=C1